C(C)(=O)OC1=CC=C(C=C1)OC1CCC(CC1)N 4-(((1r,4r)-4-aminocyclohexyl)oxy)phenyl acetate